1-(7-acetyl-1H-indol-3-yl)-2-((2-methyl-5-(3-methyl-1,2,4-thiadiazol-5-yl)phenyl)amino)ethan-1-one C(C)(=O)C=1C=CC=C2C(=CNC12)C(CNC1=C(C=CC(=C1)C1=NC(=NS1)C)C)=O